OC1(COC1)C=1C=C(C=CC1)C(=O)N1CCC(CC1)OC=1C=NC(=CC1)C(F)(F)F (3-(3-hydroxyoxetan-3-yl)phenyl)(4-((6-(trifluoromethyl)pyridin-3-yl)oxy)piperidin-1-yl)methanone